C(#N)C1=CC=C(C=C1)C(C(=O)OC)C(C)=O methyl 2-(4-cyanophenyl)-3-oxobutanoate